ClC1=C(C=C(C=C1)C=1N=C(C(=NC1)C)CCl)OC(F)F 5-(4-Chloro-3-(difluoromethoxy)phenyl)-3-(chloromethyl)-2-methylpyrazine